Methyl 5-(methylamino)-6-(3-methylimidazo[4,5-c]pyridin-7-yl)-3-[4-[(1S,4S)-2-oxa-5-azabicyclo[2.2.1]heptan-5-yl]anilino]pyrazine-2-carboxylate CNC=1N=C(C(=NC1C=1C2=C(C=NC1)N(C=N2)C)C(=O)OC)NC2=CC=C(C=C2)N2[C@@H]1CO[C@H](C2)C1